(S)-2-((2-((S)-4-(difluoromethyl)-2-carbonyloxazolidin-3-yl)-8-fluoro-5,6-dihydrobenzo[f]imidazo[1,2-d][1,4]oxazepin-9-yl)amino)propanamide FC([C@H]1N(C(OC1)=C=O)C=1N=C2N(CCOC3=C2C=CC(=C3F)N[C@H](C(=O)N)C)C1)F